6-((1R,3S,4S)-3-benzyl-2-azabicyclo[2.2.1]heptan-2-yl)-4-((R)-2-methylmorpholino)pyridin-2(1H)-one C(C1=CC=CC=C1)[C@@H]1N([C@@H]2CC[C@H]1C2)C2=CC(=CC(N2)=O)N2C[C@H](OCC2)C